[1,1'-Bis(di-tert-butylphosphino)ferrocene] palladium (II) dichloride [Pd](Cl)Cl.C(C)(C)(C)P([C-]1C=CC=C1)C(C)(C)C.[C-]1(C=CC=C1)P(C(C)(C)C)C(C)(C)C.[Fe+2]